3-methyl-3-ethyl-glutaric acid CC(CC(=O)O)(CC(=O)O)CC